O=C1N(CCC(N1)=O)C1=CC=C(CN2CCN(CC2)C=2OC=3C(=NC(=C(C3)NC(=O)C=3N=C(OC3)C3=CC(=NC=C3)C)N3C[C@@H](CC3)O)N2)C=C1 (R)-N-(2-(4-(4-(2,4-dioxotetrahydropyrimidin-1(2H)-yl)benzyl)piperazin-1-yl)-5-(3-hydroxypyrrolidin-1-yl)oxazolo[4,5-b]pyridin-6-yl)-2-(2-methylpyridin-4-yl)oxazole-4-carboxamide